C(C)(C)(C)OC(=O)N(C1=CC=C(C=N1)C1=NC(=C(C=C1)C1=CC=2C(=CN=CC2)N1C(=O)OC(C)(C)C)F)C tert-Butyl 2-(6'-(tert-butoxycarbonyl(methyl)amino)-6-fluoro-2,3'-bipyridin-5-yl)-1H-pyrrolo[2,3-c]pyridine-1-carboxylate